4-(2-{6-[(3R)-3-Aminopiperidine-1-carbonyl]-4-fluoro-3-methylpyrazolo[1,5-a]pyridin-2-yl}-1-(cyclopropylmethyl)-1H-pyrrolo[2,3-b]pyridin-6-yl)-2-fluorobenzamide N[C@H]1CN(CCC1)C(=O)C=1C=C(C=2N(C1)N=C(C2C)C2=CC=1C(=NC(=CC1)C1=CC(=C(C(=O)N)C=C1)F)N2CC2CC2)F